(S)-6-(Cyclopropylmethyl)-N-((S)-1-(5-(2-methoxychinolin-3-yl)-1H-imidazol-2-yl)-7-oxononyl)-6-azaspiro[2.5]octan-1-carboxamid C1(CC1)CN1CCC2(C[C@@H]2C(=O)N[C@@H](CCCCCC(CC)=O)C=2NC(=CN2)C=2C(=NC3=CC=CC=C3C2)OC)CC1